methyl-(1,2-bis(diphenylphosphino)ethane) nickel tetrafluoroborate F[B-](F)(F)F.[Ni+2].CC(CP(C1=CC=CC=C1)C1=CC=CC=C1)P(C1=CC=CC=C1)C1=CC=CC=C1.F[B-](F)(F)F